(dicyclohexyl(1,1':3',1''-terphenyl)-5'-yl)phosphine C1(CCCCC1)C=1C(=C(C=CC1)C1=CC(=CC(=C1)P)C1=CC=CC=C1)C1CCCCC1